IC=1C=C2CCC(NC2=CC1)=O 6-iodo-3,4-dihydroquinolin-2(1H)-one